N-(4-(N-(3,3-dimethylbutan-2-yl)sulfamoyl)naphthalen-1-yl)-2-methylbenzamide CC(C(C)NS(=O)(=O)C1=CC=C(C2=CC=CC=C12)NC(C1=C(C=CC=C1)C)=O)(C)C